CC1=C(C(=CC(=C1)C)C)N1C(N(CC1)C1=C(C=C(C=C1C)C)C)=[Ru-6](=C1C=C(C2=CC=CC=C12)C1=CC=CC=C1)(Cl)(Cl)=C1N(CCN1C1=C(C=C(C=C1C)C)C)C1=C(C=C(C=C1C)C)C bis[1,3-bis(2,4,6-trimethylphenyl)-2-imidazolidinylidene]dichloro(3-phenyl-1H-inden-1-ylidene)ruthenium (II)